6-((6-(3-azabicyclo[3.1.0]hexan-3-yl)-4-(1-(cyclopropylmethyl)piperidin-4-yl)pyridin-2-yl)amino)nicotinonitrile C12CN(CC2C1)C1=CC(=CC(=N1)NC1=NC=C(C#N)C=C1)C1CCN(CC1)CC1CC1